FC1=C2CCCNC2=CC=C1F 5,6-difluoro-1,2,3,4-tetrahydroquinoline